(S)-(6,6'-dimethoxybiphenyl-2,2'-diyl)bis{bis[3,5-diisopropyl-4-(dimethylamino)phenyl]phosphine} CC(C)C1=CC(=CC(=C1N(C)C)C(C)C)P(C2=CC=CC(=C2C3=C(C=CC=C3P(C4=CC(=C(C(=C4)C(C)C)N(C)C)C(C)C)C5=CC(=C(C(=C5)C(C)C)N(C)C)C(C)C)OC)OC)C6=CC(=C(C(=C6)C(C)C)N(C)C)C(C)C